S(=O)(O)O.C=12C(=CC=CC1)O2 phenylene ether sulfite